C1(CC1)C#CC1(C2=C(NC(O1)=O)C=C(C=C2)CO)C(C)(F)F 4-(cyclopropylethynyl)-4-(1,1-difluoroethyl)-7-(hydroxymethyl)-1,4-dihydro-2H-benzo[d][1,3]oxazin-2-one